ammonium N-(2-aminoethyl)-2-aminoethanesulfonic acid NCCNCCS(=O)(=O)O.[NH4+]